C1(CC2C(CC1)O2)COC(=O)C2CC1C(CC2)O1 3,4-epoxycyclohexylmethyl3,4-Epoxycyclohexyl-carboxylate